3-(thieno[2,3-b]pyridin-5-yl)piperidine-2,6-dione S1C=CC=2C1=NC=C(C2)C2C(NC(CC2)=O)=O